N1=NC(=CC2=C1C1=C(CCC2)C=CC=C1)N1N=C(N=C1N)NC1=CC=C(C=C1)C=CCN1CC(CC1)N(C)C 1-(6,7-dihydro-5H-benzo[6,7]cyclohepta[1,2-c]pyridazin-3-yl)-N3-(4-(3-dimethylaminopyrrolidin-1-ylprop-1-enyl)phenyl)-1H-1,2,4-triazole-3,5-diamine